3,8-Diazabicyclo[3.2.1]octan-3-yl-5-(methylsulfonyl)-7-(thiazol-2-yl)benzo[d]oxazole C12CN(CC(CC1)N2)C=2OC1=C(N2)C=C(C=C1C=1SC=CN1)S(=O)(=O)C